ClC1=CC=C2C(=NN(C2=C1)C=1C=NC=CC1)C(CC)N1N=C(C=2C1=NC=NC2N)C (1-(6-chloro-1-(pyridin-3-yl)-1H-indazol-3-yl)propyl)-3-methyl-1H-pyrazolo[3,4-d]pyrimidin-4-amine